FC(\C=1\C2=NN=C(C=3C(=CC(=C(N4CCC[C@H]4CCCC/C1)N3)C(F)(F)F)N)O2)(F)F (6E,12R)-6,18-Bis(trifluoromethyl)-22-oxa-3,4,16,21-tetraazatetracyclo[15.3.1.12,5.012,16]docosa-1(21),2,4,6,17,19-hexaen-20-amine